CN1N=C2C=C(C(=CC2=C1)C1=CC=C(N=N1)NC1C[C@@H]2[C@@H](CN(C2)CC2CCOCC2)C1)C (3aR,5s,6aS)-N-(6-(2,6-dimethyl-2H-indazol-5-yl)pyridazin-3-yl)-2-((tetra-hydro-2H-pyran-4-yl)methyl)octa-hydrocyclopenta-[c]pyrrol-5-amine